O=C1CCN(C=C1)C(=O)OCC1=CC=CC=C1 benzyl 4-oxo-3,4-dihydropyridine-1(2H)-carboxylate